C1(=CC=CC=C1)N1C(=CC=C1)P(C(C)(C)C)C(C)(C)C N-Phenylpyrrol-2-yldi-tert-butylphosphine